1-(2,2-dimethylcyclopropyl)2-methoxybenzene CC1(C(C1)C1=C(C=CC=C1)OC)C